O=C1N(CCC1)CCC1CCN(CC1)C(=O)OC(C)(C)C tert-butyl 4-(2-(2-oxopyrrolidin-1-yl)ethyl)piperidine-1-carboxylate